C(\C=C\C(=O)OCC=C)(=O)OCC=C trans-bisallyl maleate